BrC(COC(C(C1=C(C(=C(O)C(=C1Br)Br)Br)Br)(C)C1=CC=C(C=C1)O)OCC(CBr)Br)CBr bis(2,3-dibromopropyloxy)tetrabromobisphenol A